5-(4-(3-(4-(3-Amino-4-nitrophenyl)piperazin-1-yl)propyl)piperidin-1-yl)-2-(2,6-dioxopiperidin-3-yl)isoindoline-1,3-dione NC=1C=C(C=CC1[N+](=O)[O-])N1CCN(CC1)CCCC1CCN(CC1)C=1C=C2C(N(C(C2=CC1)=O)C1C(NC(CC1)=O)=O)=O